N-(3-(1-(3-methoxyphenyl)-1H-benzo[d]imidazol-2-yl)-1H-pyrazol-5-yl)-4-((1-methylpiperidin-4-yl)amino)benzamide COC=1C=C(C=CC1)N1C(=NC2=C1C=CC=C2)C2=NNC(=C2)NC(C2=CC=C(C=C2)NC2CCN(CC2)C)=O